C(C)(C)(C)C=1C(C(=CC(C1)=CC1=CC=C(C=C1)F)C(C)(C)C)=O 2,6-di-tert-butyl-4-(4-fluorobenzylidene)cyclohexane-2,5-dien-1-one